4-methylthiazole-2-carbaldehyde oxime CC=1N=C(SC1)C=NO